O(O)N1C=C(C[C@H](N)C(=O)O)C2=CC=CC=C12 1-hydroperoxy-L-tryptophan